(S)-4-(((Allyloxy)carbonyl)(methyl)amino)-2-((tert-butoxycarbonyl)amino)butanoic acid C(C=C)OC(=O)N(CC[C@@H](C(=O)O)NC(=O)OC(C)(C)C)C